2-[1-[3-ethyl-7-[[6-[2-(4-piperidyloxy)ethoxy]-3-pyridyl]methylamino]pyrazolo[1,5-a]pyrimidin-5-yl]-2-piperidyl]ethanol C(C)C=1C=NN2C1N=C(C=C2NCC=2C=NC(=CC2)OCCOC2CCNCC2)N2C(CCCC2)CCO